C(C)OCC1(CN(CC1)CC=1C=NC=CC1)CCC1=CSC=C1 3-((3-(ethoxymethyl)-3-(2-(thiophen-3-yl)ethyl)pyrrolidin-1-yl)methyl)pyridine